FC(C1=NC(=CC=C1OC[C@](CC(C)C)(N)C)C1=CN=NC(=C1)C)F (S)-1-((2-(difluoromethyl)-6-(6-methylpyridazin-4-yl)pyridin-3-yl)oxy)-2,4-dimethylpentan-2-amine